2'-chloro-5'-methoxy-N-[5-(3-methoxy-1-methyl-1H-pyrazole-5-carbonyl)-4H,5H,6H-pyrrolo[3,4-d][1,3]thiazol-2-yl]-6-methyl-[4,4'-bipyridine]-3-carboxamide ClC1=NC=C(C(=C1)C1=C(C=NC(=C1)C)C(=O)NC=1SC2=C(N1)CN(C2)C(=O)C2=CC(=NN2C)OC)OC